tert-butyl 4-{[1-(2,6-dioxopiperidin-3-yl)-3-methyl-2-oxo-2,3-dihydro-1H-imidazo[4,5-b]pyridin-5-yl]methyl}piperazine-1-carboxylate O=C1NC(CCC1N1C(N(C2=NC(=CC=C21)CN2CCN(CC2)C(=O)OC(C)(C)C)C)=O)=O